tert-butyl (2R)-6-(benzyloxy)-2-{[(tert-butoxycarbonyl)(pentan-2-yl)amino]methyl}-5-[(2-tert-butoxy-2-oxoethyl)(trifluoroacetyl)amino]-4-fluoro-2,3-dihydro-1H-indole-1-carboxylate C(C1=CC=CC=C1)OC1=C(C(=C2C[C@@H](N(C2=C1)C(=O)OC(C)(C)C)CN(C(C)CCC)C(=O)OC(C)(C)C)F)N(C(C(F)(F)F)=O)CC(=O)OC(C)(C)C